2,2,2-trifluoro-1-(4-methylidenepiperidin-1-yl)ethanone FC(C(=O)N1CCC(CC1)=C)(F)F